C(CC)(=O)C=1C=C2C=CC(=CC2=CC1)C(=O)OC methyl 6-propionyl-2-naphthoate